6-(1-(tetrahydro-2H-pyran-2-yl)-1H-pyrazol-4-yl)pyridine-2-carboxamide O1C(CCCC1)N1N=CC(=C1)C1=CC=CC(=N1)C(=O)N